CO[Si](CCCNCCCCCCN)(OC)OC N1-(3-(trimethoxysilyl)propyl)hexane-1,6-diamine